C12CNCC(C=C1)N2C(C(F)(F)F)=O 1-(3,8-diazabicyclo[3.2.1]oct-6-en-8-yl)-2,2,2-trifluoro-ethanone